(5-(benzyloxy)-2-fluorophenyl)(6-(5-(pyridin-4-yl)-3-(trifluoromethyl)-1H-pyrazol-1-yl)-2-azaspiro[3.3]heptan-2-yl)methanone C(C1=CC=CC=C1)OC=1C=CC(=C(C1)C(=O)N1CC2(C1)CC(C2)N2N=C(C=C2C2=CC=NC=C2)C(F)(F)F)F